4-(5-(2,6-dimethylphenoxy)-1-(2-hydroxy-2-methylpropyl)-3-(pyridin-4-yl)-1H-indazol-6-yl)-N-ethyl-6-methyl-7-oxo-6,7-dihydro-1H-pyrrolo[2,3-c]pyridine-2-carboxamide CC1=C(OC=2C=C3C(=NN(C3=CC2C=2C3=C(C(N(C2)C)=O)NC(=C3)C(=O)NCC)CC(C)(C)O)C3=CC=NC=C3)C(=CC=C1)C